C1(CCCCC1)CC 1-cyclohexylethan